N-(1H-1,3-benzimidazol-2-yl)-3,5-dimethyladamantane-1-carboxamide N1C(=NC2=C1C=CC=C2)NC(=O)C21CC3(CC(CC(C2)C3)(C1)C)C